(S,E)-(2,2',3'-trimethyl-[1,1'-biphenyl]-4-yl)(2-(hydroxymethyl)-4-(methoxyimino)pyrrolidin-1-yl)methanone CC1=C(C=CC(=C1)C(=O)N1[C@@H](C\C(\C1)=N/OC)CO)C1=C(C(=CC=C1)C)C